N1N=CC2=CC(=CC=C12)C1=CC2=C(N(C3=C(O2)C=C(C=C3)C=3C=C2C=NNC2=CC3)C(CN3CCOCC3)=O)N=C1 1-(3,7-di(1H-indazol-5-yl)-10H-benzo[b]pyrido[2,3-e][1,4]oxazin-10-yl)-2-morpholinoethan-1-one